1,1,3,3-tetramethyl-1-[2'-(trimethoxysilyl)ethyl]disiloxane C[Si](O[SiH](C)C)(CC[Si](OC)(OC)OC)C